6-methyl-2-{[4-(4-methylpiperazin-1-yl)phenyl]amino}-8-(pyridin-2-ylmethyl)-5-[2-(triisopropylsilyl)ethynyl]pyrido[2,3-d]pyrimidin-7-one CC1=C(C2=C(N=C(N=C2)NC2=CC=C(C=C2)N2CCN(CC2)C)N(C1=O)CC1=NC=CC=C1)C#C[Si](C(C)C)(C(C)C)C(C)C